1,4-dimethyl-2-[2-(3-pyridyl)-2H-indazol-5-yl]-1,2,4-triazolidine-3,5-dione CN1N(C(N(C1=O)C)=O)C1=CC2=CN(N=C2C=C1)C=1C=NC=CC1